1-HEPTADECANECARBOXYLIC ACID C(CCCCCCCCCCCCCCCC)C(=O)O